Cl.Cl.NC1CCN(CC1)S(=O)(=O)C=1C=C(CC(CN2CCC(CC2)C2=CC=C3C(=NN(C3=C2)C)N2C(NC(CC2)=O)=O)CC)C=CC1 1-(6-(1-(2-(3-((4-Aminopiperidin-1-yl)sulfonyl)benzyl)butyl)piperidin-4-yl)-1-methyl-1H-indazol-3-yl)dihydropyrimidine-2,4(1H,3H)-dione hydrochloride HCl